COC(=O)C1(OC2=C(C1)C=CC=C2)O[C@@H]2CN(CC2)CC(=O)N2[C@@H](CCC2)C#N (((S)-1-(2-((S)-2-cyanopyrrolidin-1-yl)-2-oxoethyl)pyrrolidin-3-yl)oxy)-2,3-dihydrobenzofuran-2-carboxylic acid methyl ester